COC1=C(C(=CC(=C1)C=C[N+](=O)[O-])OC)SCCCCCF (2,6-dimethoxy-4-(2-nitrovinyl)phenyl)(5-fluoropentyl)sulfane